OCC1CN(C1)C1=CC=C(C=C1)C1C(NC(CC1)=O)=O 3-(4-(3-(hydroxymethyl)azetidin-1-yl)phenyl)piperidine-2,6-dione